tert-butyl 4-[1-(2,6-dibenzyloxy-3-pyridyl)-3-methyl-2-oxo-benzimidazol-5-yl]-3,6-dihydro-2H-pyridine-1-carboxylate C(C1=CC=CC=C1)OC1=NC(=CC=C1N1C(N(C2=C1C=CC(=C2)C=2CCN(CC2)C(=O)OC(C)(C)C)C)=O)OCC2=CC=CC=C2